N-({5-chloro-6-[2-(1H-1,2,3-triazol-1-yl)ethyl]-2-indolyl}methyl)1-methylcyclopropanecarboxamide ClC=1C=C2C=C(NC2=CC1CCN1N=NC=C1)CNC(=O)C1(CC1)C